C1(=CC=CC=C1)C1=NC(=NC(=N1)C1=CC=CC=C1)C1=C(C=C(C=C1)OCCOC(C(CCCC)CC)=O)O 2-(4,6-diphenyl-1,3,5-triazin-2-yl)-5-[2-(2-ethylhexoyloxy)ethoxy]phenol